1,6-diazaspiro[3.4]Octane-1-carboxamide N1(CCC12CNCC2)C(=O)N